(S)-N'-acetyl-6-isopropyl-2-methoxy-3-(3-methoxypropoxy)-10-oxo-5,10-dihydro-6H-pyrido[1,2-h][1,7]naphthyridine-9-carbohydrazide C(C)(=O)NNC(=O)C=1C(C=C2N([C@@H](CC=3C=C(C(=NC23)OC)OCCCOC)C(C)C)C1)=O